Cl.N1C[C@@H]([C@@H](C1)O)O (3s,4r)-pyrrolidine-3,4-diol hydrochloride